2,6-dichloro-4-trifluoromethylphenol ClC1=C(C(=CC(=C1)C(F)(F)F)Cl)O